ethyl 5-(cyclohexylmethyl)-2-methylbenzofuran-3-carboxylate C1(CCCCC1)CC=1C=CC2=C(C(=C(O2)C)C(=O)OCC)C1